O1C=C(C2=C1C=CC=C2)C[C@H](NC(CC2=CC=C1CCC3(C1=C2)COCC3)=O)B(O)O (R)-2-(benzofuran-3-yl)-1-(2-(4,5-dihydro-2H-spiro[furan-3,1'-indan]-6'-yl)acetamido)ethylboronic acid